C(C1=CC=CC=C1)OC(=O)NCCNC(=O)[C@H]1N(CCC1)C(=O)OC(C)(C)C tert-butyl (2S)-2-[(2-{[(benzyloxy)carbonyl]amino}ethyl)carbamoyl]pyrrolidine-1-carboxylate